O[C@@]1(CC[C@]23C4CC[C@@]5([C@H](CC[C@H]5[C@@H]4C[C@H](C2C1)OC3)C(CN3N=CC(=C3)C(F)(F)F)=O)C)C 1-((3R,6R,8S,10S,13S,14S,17S)-3-Hydroxy-3,13-dimethylhexadecahydro-6,10-(epoxymethano)cyclopenta[a]phenanthren-17-yl)-2-(4-(trifluoromethyl)-1H-pyrazol-1-yl)ethan-1-one